OC(C)(C)C1=CC=CC(=C1C=1C=CC(NC1C)=O)C 5-(6-(2-hydroxypropan-2-yl)-2-methylphenyl)-6-methylpyridin-2(1H)-one